5,10,15,20-tetrakis(4-methoxyphenyl)porphyrin cobalt(II) [Co+2].COC1=CC=C(C=C1)C=1C2=CC=C(N2)C(=C2C=CC(C(=C3C=CC(=C(C=4C=CC1N4)C4=CC=C(C=C4)OC)N3)C3=CC=C(C=C3)OC)=N2)C2=CC=C(C=C2)OC